C(C)(C)(C)OC(=O)N([C@H](C(=O)OCC(=O)OCC1=CC=CC=C1)CC1CC1)C 2-(benzyloxy)-2-oxoethyl (2S)-2-[[(tert-butoxy)carbonyl](methyl)amino]-3-cyclopropylpropanoate